({[4-(cyanomethyl)phenyl]carbamoyl}amino)-2-ethylbutanoic acid C(#N)CC1=CC=C(C=C1)NC(=O)NC(C(=O)O)(CC)CC